BrC1=CC(=C(C=N1)N)C=1N(N=C(C1[N+](=O)[O-])C(F)(F)F)CC1=CC=C(C=C1)OC 6-bromo-4-[2-[(4-methoxyphenyl)methyl]-4-nitro-5-(trifluoromethyl)pyrazol-3-yl]pyridin-3-amine